tert-butyl (S)-((8-(pyridin-3-yl) chroman-4-yl)methyl)carbamate N1=CC(=CC=C1)C=1C=CC=C2[C@H](CCOC12)CNC(OC(C)(C)C)=O